COC=1C=C2[C@H]([C@@H](N(C(C2=CC1OC)=O)CC1=CC=C(C=C1)C)C1=CC=C(C=C1)C(F)(F)F)C(=O)NC1=CC(=CC=C1)N1CCN(CC1)C |o1:5,6| Rel-(3R,4R)-6,7-dimethoxy-2-(4-methylbenzyl)-N-(3-(4-methylpiperazin-1-yl)phenyl)-1-oxo-3-(4-(trifluoromethyl)phenyl)-1,2,3,4-tetrahydroisoquinoline-4-carboxamide